(2-fluoro-3'-hydroxybiphenyl-4-yl)-3,6-dihydro-2H-1,3,4-oxadiazin-2-one FC1=C(C=CC(=C1)N1C(OCC=N1)=O)C1=CC(=CC=C1)O